trans-4-(2,2-dimethyl-3-((3-(trifluoromethoxy)pyridin-2-yl)oxy)propanamido)-2-methylpiperidine-1-carboxylic acid tert-butyl ester C(C)(C)(C)OC(=O)N1[C@H](C[C@@H](CC1)NC(C(COC1=NC=CC=C1OC(F)(F)F)(C)C)=O)C